2-[(2-chlorophenyl)amino]but-3-en-1-ol methyl-4-acetyl-3,4-dihydro-2H-benzo[b][1,4]oxazine-5-carboxylate CC1CN(C2=C(O1)C=CC=C2C(=O)OCC(C=C)NC2=C(C=CC=C2)Cl)C(C)=O